COC1=C(OCCC(=O)O)C=CC(=C1)\C=C\C(=O)C1=CC=C(C=C1)OCCOC 3-[2-Methoxy-4-[(E)-3-[4-(2-methoxyethoxy)phenyl]-3-oxoprop-1-enyl]phenoxy]propanoic acid